C(C=C)(=O)N1C(CNCC1C)C 4-acryloyl-3,5-dimethylpiperazin